[Mn](=O)(=O)([O-])[O-].[Li+].[Ni+2] nickel-lithium manganate